CC(CCOC)N 1-methyl-3-methoxyprop-1-ylamine